hexa-chloro-cyclotriphosphazene ClP1(=NP(=NP(=N1)(Cl)Cl)(Cl)Cl)Cl